OCCC(C(=O)N)=C Hydroxyethyl-acrylamide